tert-butyl {(1R,2S,4S)-2-(methoxymethoxy)-4-[methyl(2-nitrobenzene-1-sulfonyl)amino]cyclopentyl}carbamate COCO[C@@H]1[C@@H](C[C@@H](C1)N(S(=O)(=O)C1=C(C=CC=C1)[N+](=O)[O-])C)NC(OC(C)(C)C)=O